2,3-diisopropylsuccinic acid diisobutyl ester C(C(C)C)OC(C(C(C(=O)OCC(C)C)C(C)C)C(C)C)=O